C(C)(C)NC[C@H](COC1=CC=C(C2=CC=CC=C12)OC)O R-1-isopropylamino-3-(4-methoxy-1-naphthoxy)-2-propanol